7-Oxa-2,3-Diazatricyclo[6.2.1.02,6]Undeca-3,5-Diene-5-Carboxylic Acid C12N3N=CC(=C3OC(CC1)C2)C(=O)O